6,7-difluoronaphthalen-1-yl trifluoromethanesulfonate FC(S(=O)(=O)OC1=CC=CC2=CC(=C(C=C12)F)F)(F)F